O[C@H](CC=1C=C(C=O)C=CC1O)C(C)(C)O (R)-3-(2,3-dihydroxyl-3-methyl-butyl)-4-hydroxybenzaldehyde